C(C)(C)(C)OC(=O)N(C)CC=1C=C(C=NC1OC)C1CN(CCC1(F)F)C(=O)OCC1=CC=CC=C1 benzyl 3-(5-(((tert-butoxycarbonyl)(methyl)amino)methyl)-6-methoxypyridin-3-yl)-4,4-difluoropiperidine-1-carboxylate